CN1CCN(CCC1)C1=CC=C(C=C1)[N+](=O)[O-] 1-methyl-4-(4-nitrophenyl)-1,4-diazepane